N-vinyl-α-amylsuccinimide nonyl-8-[3-[2-[2-[2-(2-benzyloxyethoxy)ethoxy]ethoxy]ethoxy]-2-(8-nonoxy-8-oxo-octoxy)propoxy]octanoate C(CCCCCCCC)OC(CCCCCCCOCC(COCCOCCOCCOCCOCC1=CC=CC=C1)OCCCCCCCC(=O)OCCCCCCCCC)=O.C(=C)N1C(C(CC1=O)CCCCC)=O